BrC1=CC(=CN2C(C=C(C=C12)N1CCC(CC1)(C)C)=O)C 9-bromo-2-(4,4-dimethylpiperidin-1-yl)-7-methyl-4H-quinolizin-4-one